C(C)(=O)N1CCC(CC1)N1N=CC(=C1)NC1=NC=C(C(=N1)C1=CC(=C(OCC(C#N)(C)C)C=C1)F)C 3-(4-(2-((1-(1-Acetylpiperidin-4-yl)-1H-pyrazol-4-yl)amino)-5-methylpyrimidin-4-yl)-2-fluorophenoxy)-2,2-dimethylpropionitrile